FC1=C(C=C(C=C1)OB(O)O)O (4-fluoro-3-hydroxyphenyl)boric acid